CC1=NC(=CC(=N1)NC1=C(C(=O)NOCC)C=CC=N1)C ((2,6-dimethyl-pyrimidin-4-yl)-amino)-N-ethoxynicotinamide